Rac-((1R,2R)-2-fluorocyclopropyl)(3-(6-(1-methyl-1H-pyrazol-4-yl)pyrrolo[2,1-f][1,2,4]triazin-4-yl)-3,8-diazabicyclo[3.2.1]octan-8-yl)methanone F[C@H]1[C@H](C1)C(=O)N1C2CN(CC1CC2)C2=NC=NN1C2=CC(=C1)C=1C=NN(C1)C